(cyclopentadienyl)dimethyl-triphenylsilylmethyl-platinum C1(C=CC=C1)[Pt](C[Si](C1=CC=CC=C1)(C1=CC=CC=C1)C1=CC=CC=C1)(C)C